C(C)C1(NC(N(C(C1)=O)C1CCOC2=CC=C(C=C12)C(N[C@H]1[C@@H](C(OC2=CC=CC=C12)(C)C)O)=O)=NC(OC(C)(C)C)=O)CC tert-butyl (4,4-diethyl-1-(6-(((3S,4R)-3-hydroxy-2,2-dimethylchroman-4-yl)carbamoyl)chroman-4-yl)-6-oxotetrahydropyrimidin-2(1H)-ylidene)carbamate